C(C)(=O)NC1=C(C=CC=C1)NCC(=O)NC1=CC=C(C=C1)CC 2-((2-acetamidophenyl)amino)-N-(4-ethyl-phenyl)acetamide